7-((2S)-1-(dimethylamino)-2-propanyl)-4-(2-fluorophenyl)-2-(2-(2-propenoyl)-2,6-diazaspiro[3.4]octan-6-yl)-5,6,7,8-tetrahydro-1,7-naphthyridine-3-carbonitrile CN(C[C@H](C)N1CCC=2C(=C(C(=NC2C1)N1CC2(CN(C2)C(C=C)=O)CC1)C#N)C1=C(C=CC=C1)F)C